FC(C(=O)O)(F)F.N1=CC=CC=C1 pyridine Trifluoroacetate salt